(R)-N-(1-(4-chloro-3-fluorophenyl)-2-(dimethylamino)ethyl)-4-(trifluoromethoxy)benzenesulfonamide ClC1=C(C=C(C=C1)[C@H](CN(C)C)NS(=O)(=O)C1=CC=C(C=C1)OC(F)(F)F)F